3-[[3-nitro-5-(trifluoromethyl)phenoxy]methyl]azetidine-1-carboxylic acid tert-butyl ester C(C)(C)(C)OC(=O)N1CC(C1)COC1=CC(=CC(=C1)C(F)(F)F)[N+](=O)[O-]